(6-cyclopropyl-2-(((4-(hydroxymethyl)-2-((1S*,2S*)-2-(4-methylpyrimidin-2-yl)cyclopropyl)quinolin-7-yl)amino)methyl)imidazo[1,2-a]pyridin-8-yl)-3-methylimidazolidine-2,4-dione C1(CC1)C=1C=C(C=2N(C1)C=C(N2)CNC2=CC=C1C(=CC(=NC1=C2)[C@@H]2[C@H](C2)C2=NC=CC(=N2)C)CO)N2C(N(C(C2)=O)C)=O |o1:24,25|